CN1N=C(C=C1COC1=CC=C(C=C1)C=1N=CN(C1)C(=O)NCC1CN(CC1)C1=CC=CC=C1)C(F)(F)F 4-(4-((1-methyl-3-(trifluoromethyl)-1H-pyrazol-5-yl)methoxy)phenyl)-N-((1-phenylpyrrolidin-3-yl)methyl)-1H-imidazole-1-carboxamide